C1(CCC1)N(C(OC(C)(C)C)=O)[C@H]1CN(CC1)C=1N=NC(=CC1)C1=C(C=C(C(=C1)F)C1=CN=NC(=C1)OC)OCOC tert-butyl N-cyclobutyl-N-[(3R)-1-{6-[5-fluoro-2-(methoxymethoxy)-4-(6-methoxypyridazin-4-yl)phenyl]pyridazin-3-yl}pyrrolidin-3-yl]carbamate